21-[4-(2,6-bis(1-pyrrolidinyl)-4-pyrimidinyl)-1-piperazinyl]pregna-4,9(11)-dien-3,20-dione N1(CCCC1)C1=NC(=CC(=N1)N1CCN(CC1)CC([C@H]1CC[C@H]2[C@@H]3CCC4=CC(CC[C@]4(C)C3=CC[C@]12C)=O)=O)N1CCCC1